1-((4AR,6R,7aS)-2-(2,4-difluorobenzyloxy)-2-oxo-4H-furo[3,2-d][1,3,2]dioxaphosphorin-6-yl)-5-fluoropyrimidine-2,4(1H,3H)-dione FC1=C(COP2(OCC3=C(O2)C=C(O3)N3C(NC(C(=C3)F)=O)=O)=O)C=CC(=C1)F